1-methyl-4-cyclohexene-1,2-dicarboxylic acid anhydride CC12C(CC=CC1)C(=O)OC2=O